1-(4-methylbenzenesulfonyl)-3-(4,4,5,5-tetramethyl-1,3,2-dioxa-borolan-2-yl)-4-(trifluoromethyl)-1H-pyrrolo[3,2-c]pyridine CC1=CC=C(C=C1)S(=O)(=O)N1C=C(C=2C(=NC=CC21)C(F)(F)F)B2OC(C(O2)(C)C)(C)C